N1C(NC2=C1C=CC=C2)=O benzo[1,2-d]imidazol-2(1H)-one